COC1=C(C=C(C=C1)C(F)(F)F)N=C=O 2-methoxy-5-(trifluoromethyl)phenyl isocyanate